O=C(CN1CCC(CC1)NC1=C2C=CC=NC2=C(C=C1)CC(=O)N)N1[C@@H](C[C@@H](C1)F)C#N [5-[[1-[2-oxo-2-[(2S,4S)-2-cyano-4-fluoro-pyrrolidin-1-yl]ethyl]-4-piperidinyl]amino]-8-quinolinyl]acetamide